4,4'-dianilino-1,1'-binaphthyl-5,5'-disulfonate N(C1=CC=CC=C1)C1=CC=C(C=2C=CC=C(C12)S(=O)(=O)[O-])C1=CC=C(C=2C(=CC=CC12)S(=O)(=O)[O-])NC1=CC=CC=C1